C1(CC1)C(C)OC1=CC(=C2C(=N1)N(C=N2)C)NC2=NC=NC(=C2)N N4-[5-(1-cyclopropylethoxy)-3-methyl-imidazo[4,5-b]pyridin-7-yl]pyrimidine-4,6-diamine